The molecule is a member of the class of pyrrolidin-2-ones that is pyrrolidine-2,3-dione which is substituted by two methyl groups at position 4 and by a 4-hydroxybenzyl group at position 5. It is a biologically active redox cofactor used by Mycobacterium smegmatis carveol dehydrogenase in the oxidation of carveol. It has a role as a cofactor. It is a member of phenols and a member of pyrrolidin-2-ones. CC1(C(NC(=O)C1=O)CC2=CC=C(C=C2)O)C